C(C)(C)(C)C=1N=C(N(C1)C(=O)NCCC(C)C)OCCOC 4-(tert-Butyl)-N-iso-pentyl-2-(2-methoxyethoxy)-1H-imidazole-1-carboxamide